methyl 9-((2-cyanophenyl) amino)-9-oxonanoate C(#N)C1=C(C=CC=C1)NC1(CCCCCCCO1)C(=O)OC